3-(dimethylamino)pyrrole CN(C1=CNC=C1)C